4-[[(3R)-1-[7-(ethylamino)-5-fluoro-3-methyl-2-oxo-indolin-3-yl]-3-piperidyl]amino]-2-methoxy-benzenesulfonyl fluoride C(C)NC=1C=C(C=C2C(C(NC12)=O)(C)N1C[C@@H](CCC1)NC1=CC(=C(C=C1)S(=O)(=O)F)OC)F